6-amino-2-fluoro-N,N-dimethyl-3-(4,4,5,5-tetramethyl-1,3,2-dioxaborolan-2-yl)benzamide NC1=CC=C(C(=C1C(=O)N(C)C)F)B1OC(C(O1)(C)C)(C)C